2-(7-aminohept-1-yn-1-yl)-5-(piperazin-1-yl)benzoic acid NCCCCCC#CC1=C(C(=O)O)C=C(C=C1)N1CCNCC1